CC=1OC(=C(N1)C1=CC(=C(C=C1)NC=1N=CC2=C(N1)C(=NC(=C2)C)N2CCC(CC2)OC)OCC)C N-(4-(2,5-dimethyloxazol-4-yl)-2-ethoxyphenyl)-8-(4-methoxypiperidin-1-yl)-6-methylpyrido[3,4-d]pyrimidin-2-amine